(E)-ethyl 4-(isoxazol-3-yl)-2-(methoxy (methyl)amino)-4-oxobut-2-enoate O1N=C(C=C1)C(/C=C(\C(=O)OCC)/N(C)OC)=O